CC1=C(C(=O)OOC(C2=C(C=CC(=C2)C)C)=O)C=C(C=C1)C 2,5-dimethylbenzoyl peroxide